methoxy-1',3'-dimethyl-7-(1H-pyrazol-4-yl)-3,4-dihydro-2H-[1,5'-biquinoline]-2'(1'H)-one COC1N(C2=CC(=CC=C2CC1)C=1C=NNC1)C=1C=2C=C(C(N(C2C=CC1)C)=O)C